3-((3-(4-bromobenzoyl)-2-methyl-2,3-dihydrobenzo[b]thiophen-2-yl)methyl)-4H-chromen-4-one BrC1=CC=C(C(=O)C2C3=C(SC2(C)CC2=COC4=CC=CC=C4C2=O)C=CC=C3)C=C1